C(C=C)(=O)N1CCN(CC1)[C@@H](CC1CC1)C1=CC=C(C=C1)[C@H](C)NC=1N=CC2=C(N(C(OC2)=O)CC)N1 7-{[(1S)-1-{4-[(1S)-1-(4-acryloylpiperazin-1-yl)-2-cyclopropylethyl]phenyl}ethyl]amino}-1-ethyl-1,4-dihydro-2H-pyrimido[4,5-d][1,3]oxazin-2-one